O1C(=CC=C1)C1=NN2C(N=C(N=C2N)NCCC2=CC=C(C=C2)C2=NN(C=N2)C)=N1 2-(furan-2-yl)-N5-(4-(1-methyl-1H-1,2,4-triazol-3-yl)phenethyl)-[1,2,4]triazolo[1,5-a][1,3,5]triazine-5,7-diamine